C(C)(C)C1=C(C=CC=C1)C1=C2N(C(=NC1=O)NC)C=CC(=C2)C(F)(F)F 4-(2-Isopropylphenyl)-1-(methylamino)-6-(trifluoromethyl)-3H-pyrido[1,2-c]pyrimidin-3-one